(2R,4R)-6-chloro-7-fluoro-4-hydroxy-N-[(1R,4R)-4-{4-[(3R)-3-(trifluoromethoxy)pyrrolidin-1-yl]-1H-pyrazol-1-yl}cyclohexyl]-3,4-dihydro-2H-1-benzopyran-2-carboxamide ClC=1C(=CC2=C([C@@H](C[C@@H](O2)C(=O)NC2CCC(CC2)N2N=CC(=C2)N2C[C@@H](CC2)OC(F)(F)F)O)C1)F